(S)-2-(4-(4-(2-(3-chloro-4-cyanophenyl)-3-methyl-2,8-diazaspiro[4.5]dec-8-yl)benzoyl)piperazin-1-yl)acetic acid ethyl ester C(C)OC(CN1CCN(CC1)C(C1=CC=C(C=C1)N1CCC2(C[C@@H](N(C2)C2=CC(=C(C=C2)C#N)Cl)C)CC1)=O)=O